ethoxycarbonylmethyl-azetidine-1-carboxylic acid tert-butyl ester C(C)(C)(C)OC(=O)N1C(CC1)CC(=O)OCC